ClCCC(=C(C1=CC=C(C=C1)O)C1=CC=C(C=C1)N1CCNCC1)C1=CC=C(C=C1)O 4-(4-(4-Chloro-1,2-bis(4-hydroxyphenyl)but-1-en-1-yl)phenyl)piperazine